ClC1=C(C=CC=C1)N1C(N=C(C2=C1N=C(C=C2)C(F)(F)F)NC2=NOC(=C2)C)=O 1-(2-Chlorophenyl)-4-((5-methylisoxazol-3-yl)amino)-7-(trifluoromethyl)pyrido[2,3-d]pyrimidin-2(1H)-one